C(C)(=O)C1=C(C=C(C=C1)C(F)(F)F)NC(C1=CC(=CC=C1)Br)=O N-(2-acetyl-5-(trifluoromethyl)phenyl)-3-bromobenzamide